iodoform titanium [Ti].C(I)(I)I